O=C1NC(CCC1NC1=CC(=C(C=C1)N1CCN(CC1)CC1CCN(CC1)CC(=O)O)F)=O 2-(4-((4-(4-((2,6-dioxopiperidin-3-yl)amino)-2-fluorophenyl)piperazin-1-yl)methyl)piperidin-1-yl)acetic acid